CC1=NSC(=C1)C1=NC(=NC=C1C(F)(F)F)NC1CCN(CC1)S(=O)(=O)C 4-(3-methylisothiazol-5-yl)-N-(1-(methylsulfonyl)piperidin-4-yl)-5-(trifluoromethyl)-pyrimidin-2-amine